methanesulfonic acid (4-hydroxyphenyl)methyl-((2-methylphenyl)methyl)sulfonium salt OC1=CC=C(C=C1)C[SH+]CC1=C(C=CC=C1)C.CS(=O)(=O)[O-]